tert-butyl N-(4-{[2-(2,6-dioxopiperidin-3-yl)-1-oxo-3H-isoindol-4-yl]amino}-2,2-difluorobutyl)carbamate O=C1NC(CCC1N1C(C2=CC=CC(=C2C1)NCCC(CNC(OC(C)(C)C)=O)(F)F)=O)=O